3-amino-2-(((tert-butyldimethylsilyl)oxy)methyl)pyrrolidine-1-carboxylate NC1C(N(CC1)C(=O)[O-])CO[Si](C)(C)C(C)(C)C